3-chlorobicyclo[3.2.1]-3-octene-2-ol ClC=1C(C2CCC(C1)C2)O